4-(5-nitropyridin-2-yl)morpholine [N+](=O)([O-])C=1C=CC(=NC1)N1CCOCC1